(S)-7-isopropyl-2-((1-((R)-2-methoxy-2-phenylacetyl)azetidin-3-yl)amino)-4,8-dimethyl-7,8-dihydropteridin-6(5H)-one C(C)(C)[C@H]1C(NC=2C(=NC(=NC2N1C)NC1CN(C1)C([C@@H](C1=CC=CC=C1)OC)=O)C)=O